(R)-8-(8-((3-Chloropyridazin-4-yl)thio)imidazo[1,2-c]pyrimidin-5-yl)-8-azaspiro[4.5]decan-1-amine ClC=1N=NC=CC1SC=1C=2N(C(=NC1)N1CCC3(CCC[C@H]3N)CC1)C=CN2